[Ru].[Au].ClC1=CC=C(C(=N1)C(=O)NS(=O)(=O)C)N[C@H](C)C=1C=C(C=C2C(N(C(=NC12)N1CC2(C1)CC(C2)(F)F)C)=O)C (R)-6-chloro-3-((1-(2-(6,6-difluoro-2-azaspiro[3.3]heptan-2-yl)-3,6-dimethyl-4-oxo-3,4-dihydroquinazolin-8-yl)ethyl)amino)-N-(methylsulfonyl)picolinamide Gold-ruthenium